CC1=C([N+](=C(N1)C)C)C tetramethyl-imidazolium